6-acetyl-1-((2-(trimethylsilyl)ethoxy)methyl)-1H-pyrrolo[2,3-b]Pyridine C(C)(=O)C1=CC=C2C(=N1)N(C=C2)COCC[Si](C)(C)C